C1(CC1)C=1C=2N(C=CC1)N=C(C2)[C@@H]2N(CCC1=C2N=CN1)C(=O)C=1OC(=NN1)C (R)-(4-(4-cyclopropylpyrazolo[1,5-a]pyridin-2-yl)-1,4,6,7-tetrahydro-5H-imidazo[4,5-c]pyridin-5-yl)(5-methyl-1,3,4-oxadiazol-2-yl)methanone